C1(=CC=CC=C1)C1=C(C=2NC3=CC=CC=C3C2C=C1)C=1C(=C(C=CC1)C1=CC=CC=C1)C1=CC=CC=2C3=CC=CC=C3C3=CC=CC=C3C12 (phenylcarbazolyl)(triphenyleneyl)biphenyl